CN(CCOC=1N=C(C2=C(N1)C(=C(N=C2)C2=CC(=CC1=CC=C(C(=C21)C#C)F)O)F)N2CC(CCC2)O)C 1-(2-(2-(dimethylamino)ethoxy)-7-(8-ethynyl-7-fluoro-3-hydroxynaphthalen-1-yl)-8-fluoropyrido[4,3-d]pyrimidin-4-yl)piperidin-3-ol